ClC1=C(C=CC(=C1)OC1=CC=C(C=C1)Cl)[C@]1(OC[C@@H](O1)C)CN1N=CN=C1 1-({(2R,4S)-2-[2-chloro-4-(4-chlorophenoxy)phenyl]-4-methyl-1,3-dioxolane-2-yl}methyl)-1H-1,2,4-triazole